O1-benzyl O4-tert-butyl 4-(4-piperidylmethyl)piperidine-1,4-dicarboxylate N1CCC(CC1)CC1(CCN(CC1)C(=O)OCC1=CC=CC=C1)C(=O)OC(C)(C)C